CC1=CC=2N(N=C1C1CCN(CC1)S(=O)(=O)C=1C=NN3C1CCCC3)C=CN2 7-methyl-6-(1-((4,5,6,7-tetrahydropyrazolo[1,5-a]pyridin-3-yl)sulfonyl)piperidin-4-yl)imidazo[1,2-b]pyridazine